(imino)(methyl)iminothiolanone N=C1C(C(SC1)=O)=NC